CNC(C1=CC(=CC=C1)CN1C(NC2=C1C=CC=C2)=O)=O N-methyl-3-[(2-oxo-2,3-dihydro-1H-benzimidazol-1-yl)methyl]benzamide